C(CCC)OC(C)(C)C tertiary-butyl butyl ether